18-bromooctadecadienol BrCCCCCCCCCCCCCCC=CC=CO